CC(=C=CCC(CC)=O)CCC=C(C)C 7,11-dimethyldodecane-5,6,10-trien-3-one